[O-2].[O-2].Br[Ti+4] bromotitanium dioxide